{2-[1-(prop-2-en-1-yl)cyclobutyl]ethyl}carbamic acid tert-butyl ester C(C)(C)(C)OC(NCCC1(CCC1)CC=C)=O